CS(=CC([C@H](CC(C(F)(F)F)(C)C)NC(OC(C)(C)C)=O)=O)(=O)C Tert-Butyl (S)-(1-(dimethyl(oxo)-λ6-sulfaneylidene)-6,6,6-trifluoro-5,5-dimethyl-2-oxohexan-3-yl)carbamate